FC1=CC2=C(N=C(S2)N2C[C@H](N(C[C@@H]2C)C(=O)OC2CC3(CN(C3)CC3=CC=CC=C3)C2)C)C=C1 2-benzyl-2-azaspiro[3.3]heptan-6-yl (2R,5S)-4-(6-fluoro-1,3-benzothiazol-2-yl)-2,5-dimethylpiperazine-1-carboxylate